2,2-dimethyl-6-[4-methyl-7-[(3R)-1-methyl-3-piperidyl]imidazo[4,5-c]pyridazin-3-yl]-3H-benzofuran-7-ol CC1(OC2=C(C1)C=CC(=C2O)C2=C(C1=C(N=N2)N(C=N1)[C@H]1CN(CCC1)C)C)C